tert-butyl 4-(methylaminomethyl)-2-azabicyclo[2.1.1]hexane-2-carboxylate CNCC12CN(C(C1)C2)C(=O)OC(C)(C)C